5-fluoro-2-((4-oxo-2-thioxo-2,3,4,5-tetrahydro-1H-pyrrolo[3,2-d]pyrimidin-1-yl)methyl)benzaldehyde FC=1C=CC(=C(C=O)C1)CN1C(NC(C2=C1C=CN2)=O)=S